2-[(7R,8aS)-7-(2,3-dichloro-6-hydroxyphenyl)-4-oxo-hexahydropyrrolo[1,2-a]pyrazin-2-yl]-N-methylacetamide ClC1=C(C(=CC=C1Cl)O)[C@H]1C[C@@H]2N(C(CN(C2)CC(=O)NC)=O)C1